1H-imidazol-5-carbonitrile N1C=NC=C1C#N